BrC1=CC(=C(C=C1C)NC1=CC=C2C(=N1)C(=NN2C)OCC=2C=C(C(=O)OC(C)(C)C)C=CC2)C2CC2 tert-butyl 3-(((5-((4-bromo-2-cyclopropyl-5-methylphenyl)amino)-1-methyl-1H-pyrazolo[4,3-b]pyridin-3-yl)oxy)methyl)benzoate